N-(6-chloropyridin-3-yl)-N-methyl-6-(4-(trifluoromethyl)phenyl)pyrazine-2-carboxamide ClC1=CC=C(C=N1)N(C(=O)C1=NC(=CN=C1)C1=CC=C(C=C1)C(F)(F)F)C